[Na].C(C)(C)C1=C(C2=CC=CC=C2C=C1)C(C)C diisopropyl-naphthalene sodium